FC1(CC2(C1)CC(N(CC2)CC2=C1C=CN(C1=C(C=C2OC)C)C(=O)OC(C)(C)C)C2=C(C=C(C=C2)C(=O)OC)NCC2CCOCC2)F tert-Butyl 4-({2,2-difluoro-6-[4-(methoxycarbonyl)-2-[(oxan-4-ylmethyl)amino]phenyl]-7-azaspiro[3.5]nonan-7-yl}methyl)-5-methoxy-7-methylindole-1-carboxylate